N-(1-(4-hydroxycyclohexyl)-7-methyl-benzimidazol-2-yl)-5-[methyl-(pyrimidin-2-ylmethyl)amino]-4-(prop-2-enoylamino)thiophene-2-carboxamide OC1CCC(CC1)N1C(=NC2=C1C(=CC=C2)C)NC(=O)C=2SC(=C(C2)NC(C=C)=O)N(CC2=NC=CC=N2)C